2-hydroxyphytanate OC(C(=O)[O-])C(C)CCCC(C)CCCC(C)CCCC(C)C